N-{3-[(4-{[3-(trifluoromethyl)phenyl]amino}pyrimidin-2-yl)amino]phenyl}cyclopropanecarboxamide FC(C=1C=C(C=CC1)NC1=NC(=NC=C1)NC=1C=C(C=CC1)NC(=O)C1CC1)(F)F